ClC1=CC=C(C=C1)C1=CC=C(O1)C=O 5-(4-chlorophenyl)-2-furancarbaldehyde